4-(2-[4-(5,7-dimethoxy-4-oxo-3,4-dihydro-quinazolin-2-yl)-2,6-dimethyl-phenoxy]butyl)-4-oxo-2-acetylamino-butyric acid COC1=C2C(NC(=NC2=CC(=C1)OC)C1=CC(=C(OC(CC(CC(C(=O)O)NC(C)=O)=O)CC)C(=C1)C)C)=O